CN1CC(C(C1)C)OCC1=C(N(N=C1)C)C1=CC=2N(C=C1)N=C(C2)NC2=NC=C(N=C2)C 5-[4-[(1,4-dimethylpyrrolidin-3-yl)oxymethyl]-2-methyl-pyrazol-3-yl]-N-(5-methylpyrazin-2-yl)pyrazolo[1,5-a]pyridin-2-amine